{[(2S,4S)-4-[(2-{[(3,5-Difluoropyridin-2-yl)oxy]methyl}pyrimidin-4-yl)oxy]-2-methylpiperidin-1-yl]methyl}-4-fluoro-1-[(oxetan-2-yl)methyl]-1H-1,3-benzodiazole-6-carboxylic acid FC=1C(=NC=C(C1)F)OCC1=NC=CC(=N1)O[C@@H]1C[C@@H](N(CC1)CC1=NC2=C(N1CC1OCC1)C=C(C=C2F)C(=O)O)C